FC(=C(C(=O)O)C(F)(F)F)F.FC(=C(C(=O)O)C(F)(F)F)F.FC(=C(C(=O)O)C(F)(F)F)F.C(O)C(CC)(CO)CO trimethylolpropane tris(3,3-difluoro-2-(trifluoromethyl) acrylate)